4,6-Dichloro-N-(methoxy-d3)nicotinamide ClC1=CC(=NC=C1C(=O)NOC([2H])([2H])[2H])Cl